OC=1C=CC(=NC1)NC(C1=CC=C(C=C1)C)=O N-(5-hydroxypyridin-2-yl)-4-methylbenzamide